(rac-(2s,3s,4s)-2-(5-chlorothiophene-2-yl)-4-methyl-5-oxopyrrolidin-3-yl)carbamic acid benzyl ester C(C1=CC=CC=C1)OC(N[C@@H]1[C@H](NC([C@H]1C)=O)C=1SC(=CC1)Cl)=O |r|